3-(3-chlorophenyl)-1-(1-(7,8-difluoro-1-oxo-1,2-dihydroisoquinolin-4-yl)ethyl)-1-(methyl)urea ClC=1C=C(C=CC1)NC(N(C)C(C)C1=CNC(C2=C(C(=CC=C12)F)F)=O)=O